FC1(CCN(CC1)CC(=O)NC=1C=C(C(=NC1)C)NC(=O)C=1C=C2C(=NC1)NC(=C2)C=2C=NN(C2)C)F N-(5-(2-(4,4-difluoropiperidin-1-yl)acetamido)-2-methylpyridin-3-yl)-2-(1-methyl-1H-pyrazol-4-yl)-1H-pyrrolo[2,3-b]pyridine-5-carboxamide